C1(CC1)C(C(F)F)NC(N([C@H](C(F)(F)F)C1=NC=C(C(=C1)C=1N=C(C=2N(C1)C=CN2)OC)OC)CC)=O 3-(1-cyclopropyl-2,2-difluoroethyl)-1-ethyl-1-((S)-2,2,2-trifluoro-1-(5-methoxy-4-(8-methoxyimidazo[1,2-a]pyrazin-6-yl)pyridin-2-yl)ethyl)urea